C(C)(C)(C)OC(=O)N1CC2(C1)OC[C@H](C2)N2CCC(CC2)C2=C(C=CC(=C2)F)C=2CCC(CC2)O (7S)-7-(4-(4-fluoro-4'-hydroxy-2',3',4',5'-tetrahydro-[1,1'-biphenyl]-2-yl)piperidin-1-yl)-5-oxa-2-azaspiro[3.4]octane-2-carboxylic acid tert-butyl ester